NC1CCN(CC1)C1=NC(=C2N=CN(C2=N1)CC)NCC1=C(C=CC=C1)N1N=C(C=C1)N(C)C 2-(4-aminopiperidin-1-yl)-N-(2-(3-(dimethylamino)-1H-pyrazol-1-yl)benzyl)-9-ethyl-9H-purin-6-amine